1-(4-((4-(3-(6-(4-amino-4-methylpiperidin-1-yl)-1H-pyrazolo[3,4-b]pyrazin-3-yl)-2-chlorophenyl)piperazin-1-yl)methyl)-3-fluorophenyl)dihydropyrimidine-2,4(1H,3H)-dione NC1(CCN(CC1)C1=CN=C2C(=N1)NN=C2C=2C(=C(C=CC2)N2CCN(CC2)CC2=C(C=C(C=C2)N2C(NC(CC2)=O)=O)F)Cl)C